[Si](C)(C)(C(C)(C)C)O[C@@H]1CN(CC[C@H]1N1C([C@H](CC1)O)=O)C1=NC=C(C=N1)C(F)(F)F (S)-1-((3R,4R)-3-(tert-butyldimethylsilyloxy)-1-(5-(trifluoromethyl)pyrimidin-2-yl)piperidin-4-yl)-3-hydroxypyrrolidin-2-one